4-[(4-CHLORO-1H-PYRAZOL-1-YL)METHOXY]BENZALDEHYDE ClC=1C=NN(C1)COC1=CC=C(C=O)C=C1